1,2,3,5-tetrathiane S1SSCSC1